FC=1C=C(OCC(=O)N2CC3N(C(C4=C(NC3=O)C=CC(=C4)C4=CC(=CC=C4)C(F)(F)F)=O)CC2)C=C(C1)F 2-(2-(3,5-difluorophenoxy)acetyl)-8-(3-(trifluoromethyl)phenyl)-1,3,4,12a-tetrahydrobenzo[e]pyrazino[1,2-a][1,4]diazepine-6,12(2H,11H)-dione